dinonyl diglutarate C(CCCC(=O)[O-])(=O)OCCCCCCCCC.C(CCCC(=O)[O-])(=O)OCCCCCCCCC